2-(6-bromo-3-pyridinyl)acetic acid BrC1=CC=C(C=N1)CC(=O)O